(5-([1,4'-bipiperidine]-1'-yl)-2-aminophenyl)dimethylphosphine oxide N1(CCCCC1)C1CCN(CC1)C=1C=CC(=C(C1)P(C)(C)=O)N